((2R,3R,4R)-3-(benzoyloxy)-4-fluoro-4-methyl-5-oxotetrahydro-furan-2-yl) methylbenzoate CC1=C(C(=O)O[C@@H]2OC([C@]([C@@H]2OC(C2=CC=CC=C2)=O)(C)F)=O)C=CC=C1